C(#N)C=1C=CC(=NC1)N(CCN(C(OC(C)(C)C)=O)C(C(F)(F)F)C1=C(C=CC(=C1)C=O)F)CC tert-Butyl (2-((5-cyanopyridin-2-yl)(ethyl)amino)ethyl)(2,2,2-trifluoro-1-(2-fluoro-5-formylphenyl)ethyl)carbamate